NC1=NC=CC(=C1)C=1OC=C(N1)C(=O)NC=1C(=CC2=C(CC(O2)(C)C)C1)Cl 2-(2-Aminopyridin-4-yl)-N-(6-chloro-2,2-dimethyl-2,3-dihydrobenzofuran-5-yl)oxazole-4-carboxylic acid amide